5-fluoro-6-((6-methoxy-2-methyl-7-phenyl-1H-imidazo[4,5-c]pyridin-1-yl)methyl)pyridine-3-sulfonamide FC=1C=C(C=NC1CN1C(=NC=2C=NC(=C(C21)C2=CC=CC=C2)OC)C)S(=O)(=O)N